3-((2S)-3-(8-(benzo[c][1,2,5]thiadiazol-5-ylsulfonyl)-1-oxa-8-azaspiro[4.5]decan-3-ylamino)-2-hydroxypropoxy)-N,N-dimethylbenzenesulfonamide N=1SN=C2C1C=CC(=C2)S(=O)(=O)N2CCC1(CC(CO1)NC[C@@H](COC=1C=C(C=CC1)S(=O)(=O)N(C)C)O)CC2